FC(OC=1C=C(C=CC1)C1=CC(=CO1)C(=O)O)(F)F 5-(3-(trifluoromethoxy)phenyl)furan-3-carboxylic acid